C(C1=CC=CC=C1)OCC1(CC1)N1CC(NCC1)(C)C 1-(1-((benzyloxy)methyl)cyclopropyl)-3,3-dimethylpiperazine